2-(((3-formyl-4-hydroxynaphthalen-1-yl)sulfonyl)carbamoyl)isonicotinic acid methyl ester COC(C1=CC(=NC=C1)C(NS(=O)(=O)C1=CC(=C(C2=CC=CC=C12)O)C=O)=O)=O